ethyl 4-pentylnon-2-enoate C(CCCC)C(C=CC(=O)OCC)CCCCC